FC(C(=O)O)(F)F.C(C1=CC=CC=C1)OC1=CC2=C(N=C(N2)CN)C=C1 1-[5-(benzyloxy)-3H-1,3-benzodiazol-2-yl]methanamine trifluoroacetic acid salt